Cl[C@@H]1[C@@H]([C@H]([C@@H](O)O[C@@H]1CO)O)O 4-chloro-4-deoxy-alpha-D-galactose